3-FORMYL-1H-INDOLE-7-CARBONITRILE C(=O)C1=CNC2=C(C=CC=C12)C#N